1,3,5,7,9-pentamethyl-1,3,5,7,9-pentavinylcyclopentasiloxane C[Si]1(O[Si](O[Si](O[Si](O[Si](O1)(C)C=C)(C)C=C)(C)C=C)(C)C=C)C=C